3-(3-chloro-5-vinylpyridin-4-yl)-5-cyclopropylisoxazole ClC=1C=NC=C(C1C1=NOC(=C1)C1CC1)C=C